(S)-methyl-(L)-cysteine CN[C@H](CS)C(=O)O